OC(CC(=O)SCCNC(CCNC([C@@H](C(COP(OP(OC[C@@H]1[C@H]([C@H]([C@@H](O1)N1C=NC=2C(N)=NC=NC12)O)OP(=O)(O)O)(=O)O)(=O)O)(C)C)O)=O)=O)(CC(=O)O)C 3-hydroxy-3-methyl-glutaryl-CoA